2-chloro-7-cyclopentyl-7H-pyrrolo[2,3-d]pyrimidine-6-carboxylic acid methyl ester COC(=O)C1=CC2=C(N=C(N=C2)Cl)N1C1CCCC1